ClC1=C(OC2=NNC(C3=CC=CC=C23)=O)C(=CC(=C1)[N+](=O)[O-])Cl 4-(2,6-dichloro-4-nitrophenoxy)phthalazin-1(2H)-one